5-[3-(4-chlorophenyl)-1,2,4-oxadiazol-5-yl]-1-methylpyrrolidin-2-one ClC1=CC=C(C=C1)C1=NOC(=N1)C1CCC(N1C)=O